ClC=1C2=C(C(=NC1)N)C(=NN2C(C)C)C2=NOC(=C2)C2CC2 7-chloro-3-(5-cyclopropylisoxazol-3-yl)-1-isopropyl-1H-pyrazolo[4,3-c]pyridin-4-amine